4-(((tert-butylsulfinyl)imino)methyl)piperidine-1-carboxylic acid tert-butyl ester C(C)(C)(C)OC(=O)N1CCC(CC1)C=NS(=O)C(C)(C)C